ClC1=CC=C(C=C1)CCC(NC=1C=NN(C1C)C1=CC=NC=C1)=S 3-(4-Chlorophenyl)-N-(5-methyl-1-(pyridin-4-yl)-1H-pyrazol-4-yl)propanethioamide